COC1=CC=C(C2=C1NC(=N2)[NH-])C2=CC=CC=C2 (7-methoxy-4-phenyl-1H-benzoimidazol-2-yl)-amid